C1(=CC=C(C=C1)C=1OC(=CC1)C1=CC=CC=C1)C1=CC=CC=C1 2-(4-biphenylyl)-5-phenylfuran